CCCCCCCC/C=C\C/C=C\C/C=C\CCCC(=O)OC[C@H](COP(=O)([O-])OCC[N+](C)(C)C)OC(=O)CCCC/C=C\C/C=C\C/C=C\CCCCC 1-(5Z,8Z,11Z-eicosatrienoyl)-2-(6Z,9Z,12Z-octadecatrienoyl)-sn-glycero-3-phosphocholine